5-fluoro-N,N-di(propan-2-yl)benzamide hydrochloride Cl.FC=1C=CC=C(C(=O)N(C(C)C)C(C)C)C1